2-(4-iodo-1H-pyrazol-1-yl)-N-(2-(2-methoxyethoxy)-4-(trifluoromethyl)phenyl)-2-Methylpropionamide IC=1C=NN(C1)C(C(=O)NC1=C(C=C(C=C1)C(F)(F)F)OCCOC)(C)C